5-amino-8-(2,6-dimethylpyridin-4-yl)-2-phenethyl-7-phenyl-[1,2,4]triazolo[4,3-c]pyrimidin-3(2H)-one NC1=NC(=C(C=2N1C(N(N2)CCC2=CC=CC=C2)=O)C2=CC(=NC(=C2)C)C)C2=CC=CC=C2